2-[4-[2-[4-cyclohexylbutyl-(cyclohexylcarbamoyl)amino]ethyl]phenyl]sulfanyl-2-methylpropanoic acid C1(CCCCC1)CCCCN(CCC1=CC=C(C=C1)SC(C(=O)O)(C)C)C(NC1CCCCC1)=O